(2-methoxyphenyl)butanoic acid ethyl ester C(C)OC(C(CC)C1=C(C=CC=C1)OC)=O